N1N=NN=C1CCN 2-(5-tetrazolyl)ethylamine